C12CN(CC2C1)C1=CN=CC(=N1)N 6-(3-azabicyclo[3.1.0]hexan-3-yl)pyrazin-2-amine